ClC(C)C1=CC(=NO1)C1=C(C=CC=C1)OC 5-(1-chloroethyl)-3-(2-methoxyphenyl)isoxazole